(S)-3-chloro-6,7-dihydro-5H-spiro[isoquinoline-8,4'-oxazolidine] ClC=1N=CC2=C(C1)CCC[C@]21NCOC1